CN(C([O-])=O)C1(CC1)C=1C=C(C=C2CCOCC12)Br N-methyl-(1-(6-bromoisochroman-8-yl)cyclopropyl)carbamate